tert-butyl (S)-4-((S)-7-(8-chloronaphthalen-1-yl)-2-(methylthio)-7,8-dihydro-5H-pyrano[4,3-d]pyrimidin-4-yl)-2-(cyanomethyl)piperazine-1-carboxylate ClC=1C=CC=C2C=CC=C(C12)[C@@H]1CC=2N=C(N=C(C2CO1)N1C[C@@H](N(CC1)C(=O)OC(C)(C)C)CC#N)SC